FC1=C(C=CC(=C1)CN1CCOCC1)C#CC1=C2C(N(C(=NC2=CC=C1)C)C1C(NC(CC1)=O)=O)=O 3-(5-((2-fluoro-4-(morpholinomethyl)phenyl)ethynyl)-2-methyl-4-oxoquinazolin-3(4H)-yl)piperidine-2,6-dione